COC(=O)[C@@H]1[C@H]2CC[C@@H](C[C@@H]1C1=CC=C(C=C1)F)N2C 3β-(4-fluorophenyl)tropane-2β-carboxylic acid methyl ester